C(#N)C1=CC=2N(N=C1)C(=CC2)C2=CC(=C(C=N2)C2=NN=C(S2)C2CC(C2)NC(C)=O)NC2CCOCC2 N-((1r,3r)-3-(5-(6-(3-cyanopyrrolo[1,2-b]pyridazin-7-yl)-4-((tetrahydro-2H-pyran-4-yl)amino)pyridin-3-yl)-1,3,4-thiadiazol-2-yl)cyclobutyl)acetamide